N-[3-(4,4-difluoropiperidin-1-yl)-4-(1,1-dioxo-1,4-thiazinane-4-carbonyl)phenyl]cyclopropanecarboxamide FC1(CCN(CC1)C=1C=C(C=CC1C(=O)N1CCS(CC1)(=O)=O)NC(=O)C1CC1)F